OC(CNC(O[C@@H]1CC[C@H](CC1)C(N(C[C@@H]1CC[C@H](CC1)C1=NC(=C(C=C1)OC)C)C1=NC=CC(=C1)C=1N=C(OC1)C1CC1)=O)=O)(C(C)C)C trans-4-((4-(2-Cyclopropyloxazol-4-yl)pyridin-2-yl)-((trans-4-(5-meth-oxy-6-methylpyridin-2-yl)cyclohexyl)-methyl)carbamoyl)-cyclohexyl (2-hydroxy-2,3-dimethylbutyl)carbamate